4-[4-[7-(Ethylcarbamoyloxy)-8-hydroxy-4-oxo-chromen-2-yl]phenyl]butyltriphenylphosphonium bromide [Br-].C(C)NC(=O)OC1=CC=C2C(C=C(OC2=C1O)C1=CC=C(C=C1)CCCC[P+](C1=CC=CC=C1)(C1=CC=CC=C1)C1=CC=CC=C1)=O